BrC1=C(SC=C1Br)C 3,4-dibromo-2-methyl-thiophene